(E)-1,2-dihydroxycyclooct-3-en OC1C(\C=C\CCCC1)O